3-hydroxy-4-methyl-2H-indazole-5-carbonitrile OC=1NN=C2C=CC(=C(C12)C)C#N